(1r,3s,5s)-8-azabicyclo[3.2.1]oct-3-yl-methanol [C@H]12CC(C[C@H](CC1)N2)CO